C(C1=CC=CC=C1)N(C1CC(CC1)(C(=O)OCC)C(=O)OCC)CC1=CC=CC=C1 diethyl 3-(dibenzylamino)cyclopentane-1,1-dicarboxylate